ethylcyclopentadienyl-tris(dimethylamino)hafnium C(C)C1(C=CC=C1)[Hf](N(C)C)(N(C)C)N(C)C